benzyl rac-2-methyl-2-(pyridin-4-yl)pyrrolidine-1-carboxylate C[C@]1(N(CCC1)C(=O)OCC1=CC=CC=C1)C1=CC=NC=C1 |r|